C(C)OC(=O)C1(CCC1)CCO.[N+](=O)([O-])C=1C=C2C=CC(=NC2=CC1)C(F)(F)F 6-nitro-2-(trifluoromethyl)quinoline ethyl-1-(2-hydroxyethyl)cyclobutane-1-carboxylate